AcetylGlucosamine CC(=O)N[C@@H]1[C@H]([C@@H]([C@H](O[C@H]1O)CO)O)O